4-chloro-2-(hydroxyimino)-3-oxobutanoic acid ethyl ester C(C)OC(C(C(CCl)=O)=NO)=O